C(#N)C1=C2C=CC=NC2=C(C=C1)C=1N=C(N(C1)CC)S(=O)(=O)N (5-cyano-8-quinolinyl)-1-ethyl-imidazole-2-sulfonamide